P(OC1=C(C(=C(C(=C1C1=C(C=C(C=C1)C(C)(C)C)C(C)(C)C)C1=C(C=C(C=C1)C(C)(C)C)C(C)(C)C)C1=CC=C(C=C1)OP([O-])=O)C1=C(C=C(C=C1)C(C)(C)C)C(C)(C)C)C1=C(C=C(C=C1)C(C)(C)C)C(C)(C)C)([O-])=O tetrakis(2,4-di-t-butylphenyl)[1,1-biphenyl]-4,4'-diyl bisphosphonate